1-isobutyl-2-((tert-butoxycarbonylpiperazin-1-yl)methyl)-1H-benzimidazole C(C(C)C)N1C(=NC2=C1C=CC=C2)CN2C(CNCC2)C(=O)OC(C)(C)C